tert-butyl (cyclobutylmethyl)((3R)-1-(1-(1-(4-(5-morpholinopyridin-3-yl)-1H-1,2,3-triazol-1-yl)ethyl)-2-oxo-1,2-dihydropyridin-4-yl)piperidin-3-yl)carbamate C1(CCC1)CN(C(OC(C)(C)C)=O)[C@H]1CN(CCC1)C1=CC(N(C=C1)C(C)N1N=NC(=C1)C=1C=NC=C(C1)N1CCOCC1)=O